3-tert-butyl-4-[[5-(6-fluoro-2-oxo-1H-imidazo[4,5-b]pyridin-3-yl)-2-pyridinyl]oxy]benzonitrile C(C)(C)(C)C=1C=C(C#N)C=CC1OC1=NC=C(C=C1)N1C(NC=2C1=NC=C(C2)F)=O